ClC1=C(C(=CC=C1Cl)OC)C1=NC(=NC=C1)SC 4-(2,3-dichloro-6-methoxyphenyl)-2-(methylsulfanyl)pyrimidine